Tert-butyl (2-iodophenyl)(p-tolyl)carbamate IC1=C(C=CC=C1)N(C(OC(C)(C)C)=O)C1=CC=C(C=C1)C